3,4-dimethyl-2-cycloheptenone CC1=CC(CCCC1C)=O